dibenzo[d,f][1,3,2]dioxaphosphepin-6-oxide C1=CC=CC=2OP(OC3=C(C21)C=CC=C3)=O